N-(3-(1,1,1,3,5,5,5-heptamethyltrisiloxan-3-yl)propyl)-58,61-dimethyl-2,5,8,11,14,17,20,23,26,29,32,35,38,41,44,47,50,53,56,59,62-henicosaoxapentahexacontan-64-amine C[Si](O[Si](O[Si](C)(C)C)(C)CCCNC(COC(COC(COCCOCCOCCOCCOCCOCCOCCOCCOCCOCCOCCOCCOCCOCCOCCOCCOCCOCCOC)C)C)C)(C)C